FC(CN1N=CC=2C1=NC(=CN2)N2CCC1(CCN(C1=O)CC1=CN=C(S1)C(F)(F)F)CC2)F 8-[1-(2,2-difluoroethyl)-1H-pyrazolo[3,4-b]pyrazin-6-yl]-2-{[2-(trifluoromethyl)-1,3-thiazol-5-yl]methyl}-2,8-diazaspiro[4.5]decan-1-one